C[C@H]1CN(C[C@H](N1)C)CCNC(C1=CC(=CC(=C1)C(F)(F)F)NC(CC1=C(C=C(C=C1)C1=CNC(C=C1OCC)=O)F)=O)=O N-[2-[(3S,5R)-3,5-dimethylpiperazin-1-yl]ethyl]-3-[[2-[4-(4-ethoxy-6-oxo-1H-pyridin-3-yl)-2-fluoro-phenyl]acetyl]amino]-5-(trifluoromethyl)benzamide